BrC(CC(CCCOCOCOCCCC(CC(C)Br)C)C)C 6-bromo-4-methylheptyloxymethyl ether